C1N(CCC2=CC=CC=C12)C[C@H](CN1C[C@@H](OC2=C(C1=O)C=CC(=C2)OC2CCN(CC2)C)C)O (2S)-4-[(2R)-3-(3,4-dihydro-1H-isoquinolin-2-yl)-2-hydroxypropyl]-2-methyl-8-[(1-methyl-4-piperidinyl)oxy]-2,3-dihydro-1,4-benzoxazepin-5-one